allyloxy-1,2-propanediol C(C=C)OC(C(C)O)O